(2S,3R,4R)-1-acetyl-2-cyclopropyl-4-((6-((dimethylamino)methyl)pyridin-2-yl)amino)-3-methyl-1,2,3,4-tetrahydroquinoline-6-carbonitrile C(C)(=O)N1[C@H]([C@@H]([C@H](C2=CC(=CC=C12)C#N)NC1=NC(=CC=C1)CN(C)C)C)C1CC1